O=C1N(C(C2=CC=CC=C12)=O)OC(C(CCOC1=CC=CC=C1)(C)C)=O 2,2-dimethyl-4-phenoxybutyric acid 1,3-dioxoisoindolin-2-yl ester